(S)-6-(tert-butyl)-2-cyclopropyl-11-hydroxy-3-(3-methoxypropoxy)-10-oxo-5,10-dihydro-6H-pyrido[1,2-H][1,7]Naphthyridine-9-carboxylic acid C(C)(C)(C)[C@@H]1CC=2C=C(C(=NC2C=2N1C=C(C(C2O)=O)C(=O)O)C2CC2)OCCCOC